O=C1NC(CCC1NC=1C=C(C(=NC1)N1CCN(CC1)C(=O)OC(C)(C)C)F)=O tert-butyl 4-(5-((2,6-dioxopiperidin-3-yl)amino)-3-fluoropyridin-2-yl)piperazine-1-carboxylate